OC(C(=O)O)CC (-)-hydroxybutyric acid